C(#N)C1CC2(CN(C=3N=CN=C(C32)N3C[C@H](N(C[C@@H]3C)C(=O)OC(C)(C)C)C)C3=NC=CC(=C3)C#N)C1 tert-butyl (2R,5S)-4-((1r,3r)-3-cyano-7'-(4-cyanopyridin-2-yl)-6',7'-dihydrospiro[cyclobutane-1,5'-pyrrolo[2,3-d]pyrimidin]-4'-yl)-2,5-dimethylpiperazine-1-carboxylate